diethylene glycol dicaprate C(=O)(CCCCCCCCC)OCCOCCOC(=O)CCCCCCCCC